ClC1=CC2=C(N=C(N=C2N2CC3(CCO3)C2)C2=C(C(=CC(=C2Cl)OC)OC)Cl)C=N1 6-(6-chloro-2-(2,6-dichloro-3,5-dimethoxyphenyl)pyrido[3,4-d]pyrimidin-4-yl)-1-oxa-6-azaspiro[3.3]heptane